N-(((2S,5R)-6-hydroxy-7-oxo-1,6-diazabicyclo[3.2.1]octan-2-yl)(imino)methyl)-2-(tetrahydro-2H-pyran-4-yl)acetamide ON1[C@@H]2CC[C@H](N(C1=O)C2)C(NC(CC2CCOCC2)=O)=N